C(C)OC(C(C)(C)C1=CC=C(C=C1)Br)=O 2-(4-bromophenyl)-2-methylpropanoic acid ethyl ester